C1(=CC=CC=C1)C=1N=C(SC1)N[C@@H](CC1=CC=C(C=C1)NS(=O)(=O)O)C=1N=C(SC1)C1=CC=CC=C1 (S)-4-[2-(4-phenylthiazol-2-ylamino)-2-(2-phenylthiazol-4-yl)ethyl]phenylaminosulfonic acid